N-(3-(2-methoxypropyl)-1,2,4-thiadiazol-5-yl)-2-methyl-5-(3-(trifluoromethoxy)phenyl)furan-3-carboxamide COC(CC1=NSC(=N1)NC(=O)C1=C(OC(=C1)C1=CC(=CC=C1)OC(F)(F)F)C)C